NCCNCCC[Si](OC)(OC)C N-aminoethyl-3-aminopropyl-methyl-dimethoxysilane